(rac)-(2s,4s)-2-(6-(p-Tolyl)-3-azabicyclo[4.1.0]heptane-3-carbonyl)-7-oxa-5-azaspiro[3.4]octan-6-one C1(=CC=C(C=C1)C12CCN(CC2C1)C(=O)C1CC2(C1)NC(OC2)=O)C